NC1=C2N=CN(C2=NC=N1)C[C@@H](C)OCP(OCCSCCCCCCCCCCCCC#C[Si](C)(C)C(C)(C)C)(O)=O 2-((14-(tert-butyldimethylsilyl)tetradec-13-yn-1-yl)thio)ethyl hydrogen ((((R)-1-(6-amino-9H-purin-9-yl)propan-2-yl)oxy)methyl)phosphonate